N-(3-((5-(Cyclopropylmethyl)thiophen-2-yl)ethynyl)-1-methyl-1H-pyrrolo[2,3-b]pyridin-5-yl)acrylamide C1(CC1)CC1=CC=C(S1)C#CC1=CN(C2=NC=C(C=C21)NC(C=C)=O)C